lithium 2-(tert-butyl)-2-hexylpropanedioate C(C)(C)(C)C(C(=O)[O-])(C(=O)[O-])CCCCCC.[Li+].[Li+]